FC(C=1C=CC=2N(N1)C(=CN2)C2=CC(=NC=N2)N2CCOC1CC21)F 5-(6-(6-(Difluoromethyl)imidazo[1,2-b]pyridazin-3-yl)pyrimidin-4-yl)-2-oxa-5-azabicyclo[4.1.0]heptane